F[C@H](C(=O)NC1=C(C=C(C=C1)NCC1=CC=C(C=C1)C(F)(F)F)N1CCCC1)[C@H](CCCCC)F (2R,3S)-2,3-difluoro-N-(2-(pyrrolidin-1-yl)-4-((4-(trifluoromethyl)benzyl)amino)phenyl)octanamide